COC1=CC=C(C=N1)CN1CCN(CC1)C1=CC=C(C=N1)C=1C=2N(C=C(N1)C1=CC(=NN1)C)N=CC2C#N 4-(6-(4-((6-methoxypyridin-3-yl)methyl)piperazin-1-yl)pyridin-3-yl)-6-(3-methyl-1H-pyrazol-5-yl)pyrazolo[1,5-a]pyrazine-3-carbonitrile